4-(4-(1-(4-((S)-2-(3-Chloro-4-cyanophenyl)-3-methyl-2,8-diazaspiro[4.5]decan-8-yl)benzoyl)-piperidin-4-yl)piperazin-1-yl)-N-((R)-2,6-dioxo-piperidin-3-yl)-2-fluoro-benzamide ClC=1C=C(C=CC1C#N)N1CC2(C[C@@H]1C)CCN(CC2)C2=CC=C(C(=O)N1CCC(CC1)N1CCN(CC1)C1=CC(=C(C(=O)N[C@H]3C(NC(CC3)=O)=O)C=C1)F)C=C2